C1=CC=CC=2C3=CC=CC=C3C(C12)COC(=O)N[C@H](CN(CC(=O)O)S(=O)(=O)C)[C@@H](CC)C N-((2S,3R)-2-((((9H-fluoren-9-yl)methoxy)carbonyl)amino)-3-methylpentyl)-N-(methylsulfonyl)glycine